3,7-dimethyl-5-methyleneoctyl ethyl succinate C(CCC(=O)OCC)(=O)OCCC(CC(CC(C)C)=C)C